CN1N=C(C=C1)C=1C2=C(N=C(N1)C1=CC=CC=C1)CN(CC2)C(=O)OC(C)(C)C tert-butyl 4-(1-methyl-1H-pyrazol-3-yl)-2-phenyl-5,8-dihydropyrido[3,4-d]pyrimidine-7(6H)-carboxylate